(6-(benzyloxy)-1H-indol-2-yl)methanamine C(C1=CC=CC=C1)OC1=CC=C2C=C(NC2=C1)CN